C(C)OC(=O)C=1C(=NN(C1)C1CCC2(OCCO2)CC1)OCCCS(=O)(=O)C 1-{1,4-dioxaspiro[4.5]dec-8-yl}-3-(3-methylsulfonylpropoxy)-1H-pyrazole-4-carboxylic acid ethyl ester